ClC1=NC(=CC(=C1)C1NCC(N(C1)C(=O)OC(C)(C)C)C)Cl tert-butyl 5-(2,6-dichloropyridin-4-yl)-2-methylpiperazine-1-carboxylate